NC1=C2N(C(N(C2=NC(=N1)NC1=CC=C(C=C1)N1CCOCC1)C1CCCC1)=O)C1=CC(=CC=C1)O 6-Amino-9-cyclopentyl-7-(3-hydroxyphenyl)-2-{[4-(4-morpholinyl)phenyl]amino}-7,9-dihydro-8H-purin-8-on